2-(3,4-difluorophenyl)acrylic acid FC=1C=C(C=CC1F)C(C(=O)O)=C